tert-butyl ((3R,4R)-4-fluoro-1-(6-fluoro-1H-benzimidazol-2-yl)piperidin-3-yl)carbamate F[C@H]1[C@@H](CN(CC1)C1=NC2=C(N1)C=C(C=C2)F)NC(OC(C)(C)C)=O